C(C1=CC=CC=C1)C=1N=C(C2=C(N1)CN(CC2)C(CC)=O)C2=NN(C=C2)CC=2C=NC=CC2 1-(2-benzyl-4-(1-(pyridin-3-ylmethyl)-1H-pyrazol-3-yl)-5,8-dihydropyrido[3,4-d]pyrimidin-7(6H)-yl)propan-1-one